2-fluoro-6-((6-fluoro-2-methylpyridin-3-yl)oxy)-N-(3-((R)-N-((R)-2-hydroxypropionyl)-S-methylaminosulfinyl)phenyl)-3-(trifluoromethyl)benzamide FC1=C(C(=O)NC2=CC(=CC=C2)[S@@](=O)N(C([C@@H](C)O)=O)C)C(=CC=C1C(F)(F)F)OC=1C(=NC(=CC1)F)C